bis(2-naphthyl)-2,2'-bithiophene C1=C(C=CC2=CC=CC=C12)C=1C(=C(SC1)C=1SC=CC1)C1=CC2=CC=CC=C2C=C1